CO[Si](CCCN(CC)CC)(C)OC 3-(dimethoxy(methyl)silyl)-N,N-diethylpropan-1-amine